((7-fluoro-5-(2-methoxypYridin-4-yl)-2,3-dihydro-1H-inden-4-yl)carbamoyl)-6,6-dimethyl-6,7-dihydro-5H-pyrazolo[5,1-b][1,3]oxazine-3-sulfonimidamide FC=1C=C(C(=C2CCCC12)NC(=O)C1=NN2C(OCC(C2)(C)C)=C1S(=O)(N)=N)C1=CC(=NC=C1)OC